Bis(triphenylphosphino)palladium(II) C1(=CC=CC=C1)P(C1=CC=CC=C1)(C1=CC=CC=C1)[Pd]P(C1=CC=CC=C1)(C1=CC=CC=C1)C1=CC=CC=C1